3-(tert-butylamino)-1-{6-[2-hydroxy-4-(6-methoxypyridazin-4-yl)phenyl]pyridazin-3-yl}pyrrolidin-2-one C(C)(C)(C)NC1C(N(CC1)C=1N=NC(=CC1)C1=C(C=C(C=C1)C1=CN=NC(=C1)OC)O)=O